(8-cyclopentyl-2-(methylsulfanyl)-7-oxo-7,8-dihydropyrido[2,3-d]Pyrimidin-6-yl)-carbamic acid tert-butyl ester C(C)(C)(C)OC(NC1=CC2=C(N=C(N=C2)SC)N(C1=O)C1CCCC1)=O